1-[4-(p-toluenesulfonyl)piperazin-1-yl]butan-1-one CC1=CC=C(C=C1)S(=O)(=O)N1CCN(CC1)C(CCC)=O